N1N=NC=2CN(CCC21)CCN2CCN(CC2)C(=O)OC(C)(C)C tert-butyl 4-(2-{1H,4H,5H,6H,7H-[1,2,3]triazolo[4,5-c]pyridin-5-yl}ethyl)piperazine-1-carboxylate